benzo[D]isoxazole O1N=CC2=C1C=CC=C2